C(C)(C)(C)OC(=O)N1C(C(CCC1)O)CNC1=NC=2N(C(=C1)N(CC1=CC(=CC=C1)NC(CCl)=O)C(=O)OC(C)(C)C)N=CC2C(C)C (((7-((tert-butoxycarbonyl)(3-(2-chloroacetamido)benzyl)amino)-3-isopropylpyrazolo[1,5-a]pyrimidin-5-yl)amino)methyl)-3-hydroxypiperidine-1-carboxylic acid tert-butyl ester